(1S)-N-(7-chloro-6-((3S,4R)-3-fluoro-1-(4-hydroxy-3-methyltetrahydrofuran-3-yl)piperidin-4-yl)isoquinolin-3-yl)-6-oxaspiro[2.5]octane-1-carboxamide ClC1=C(C=C2C=C(N=CC2=C1)NC(=O)[C@H]1CC12CCOCC2)[C@@H]2[C@@H](CN(CC2)C2(COCC2O)C)F